FC1(C(C1)C(=O)NC1=NC=C2C=C(C(N(C2=C1)C)=O)C=1C=NC=CC1C)F 2,2-difluoro-N-(1-methyl-3-(4-methylpyridin-3-yl)-2-oxo-1,2-dihydro-1,6-naphthyridin-7-yl)cyclopropane-1-carboxamide